Methyl 6-bromo-3-[(3S,4S)-4-(tert-butoxycarbonylamino)-3-methyl-2-oxa-8-azaspiro[4.5]decan-8-yl]pyrazine-2-carboxylate BrC1=CN=C(C(=N1)C(=O)OC)N1CCC2([C@@H]([C@@H](OC2)C)NC(=O)OC(C)(C)C)CC1